(2S,5S)-3-(4-aminophenethyl)-2-(1-(4-bromophenyl)-3-(thiophen-3-yl)-1H-pyrazol-4-yl)-5-methyloxazolidin-4-one NC1=CC=C(CCN2[C@@H](O[C@H](C2=O)C)C=2C(=NN(C2)C2=CC=C(C=C2)Br)C2=CSC=C2)C=C1